3-nitro-5-(4,4,5,5-tetramethyl-1,3,2-dioxaborolan-2-yl)phenol [N+](=O)([O-])C=1C=C(C=C(C1)B1OC(C(O1)(C)C)(C)C)O